C(#N)C=1C(=NC=2C(NCCC2C1C1=C(C=CC=C1)F)C)N1CC2(CN(C2)C(=O)OC(C)(C)C)CC1 tert-butyl 6-(3-cyano-4-(2-fluorophenyl)-8-methyl-5,6,7,8-tetrahydro-1,7-naphthyridin-2-yl)-2,6-diazaspiro[3.4]octane-2-carboxylate